BrC=1C=C(N(CC(F)F)C2=NC(N(C3=CC=C(C(=C23)F)F)C([2H])([2H])[2H])=O)C=C(C1)F 4-[3-bromo-N-(2,2-difluoroethyl)-5-fluoro-anilino]-5,6-difluoro-1-(trideuteriomethyl)quinazolin-2-one